3-Hydroxy-4-[(E)-3-(3-methoxy-4-methylsulfanylphenyl)prop-2-enoyl]benzoic acid OC=1C=C(C(=O)O)C=CC1C(\C=C\C1=CC(=C(C=C1)SC)OC)=O